ClC1=CC=C(C=C1)C=1C(=CC=NC1)C1=C(C=C(C=C1)OC)O 2-[5-(4-chlorophenyl)pyridin-4-yl]-5-methoxyphenol